2,5-di-tertiary butyl-hydroquinone C(C)(C)(C)C1=C(O)C=C(C(=C1)O)C(C)(C)C